[Cl-].N1(CCOCC1)C(=O)N morpholine-4-carboxamide chloride